(2R,4S)-N-[1-(3-tert-butyl-1,2,4-oxadiazol-5-yl)ethyl]-1-[(2R)-2-(4-cyclopropyltriazol-1-yl)-3,3-dimethyl-butanoyl]-4-hydroxy-pyrrolidine-2-carboxamide C(C)(C)(C)C1=NOC(=N1)C(C)NC(=O)[C@@H]1N(C[C@H](C1)O)C([C@@H](C(C)(C)C)N1N=NC(=C1)C1CC1)=O